diphenyl-1,3-oxazol-2-amine C1(=CC=CC=C1)C1=C(N=C(O1)N)C1=CC=CC=C1